2-(2-bromo-4-chlorophenyl)propane-2-ol BrC1=C(C=CC(=C1)Cl)C(C)(C)O